FC=1C=C(C=CC1OC1=NC=CC=C1C1=NC(=NC=C1)N[C@@H]1CNCCC1)NS(=O)(=O)CC1=CC=CC=C1 (S)-N-(3-fluoro-4-((3-(2-(piperidin-3-ylamino)pyrimidin-4-yl)pyridin-2-yl)oxy)phenyl)-1-phenylmethanesulfonamide